1-Ethyl-3-[trans-(7RS,9RS)-3-cyclopropyl-7-hydroxy-5-(2-methylpropylsulfamoyl)-8,9-dihydro-7H-cyclopenta[h]isochinolin-9-yl]urea C(C)NC(=O)N[C@@H]1C[C@H](C2=CC(=C3C=C(N=CC3=C21)C2CC2)S(NCC(C)C)(=O)=O)O |r|